COC1=CC=C(CN[C@@H]2[C@@H](N([C@@H](C2)COC)C(=O)OCC2=CC=CC=C2)C(=O)OC)C=C1 1-benzyl 2-methyl (2R,3S,5S)-3-((4-methoxybenzyl)amino)-5-(methoxymethyl)pyrrolidine-1,2-dicarboxylate